BrC1=C2C(=CNC2=C(C=C1)NC(C(F)(F)F)=O)C#N N-(4-bromo-3-cyano-1H-indol-7-yl)-2,2,2-trifluoroacetamide